C(C1=CC=CC=C1)OC1=NC(=CC=C1C1=NN(C2=C(C=CC=C12)N1[C@@H](CN(CC1)C(=O)OC(C)(C)C)C)C)OCC1=CC=CC=C1 tert-butyl (3R)-4-[3-(2,6-dibenzyloxy-3-pyridyl)-1-methyl-indazol-7-yl]-3-methyl-piperazine-1-carboxylate